2-amino-5-((2,4-dimethoxy)-phenyl)-1,3,4-oxadiazole NC=1OC(=NN1)C1=C(C=C(C=C1)OC)OC